C(C)(=O)C1=NN(C2=C(C=C(C=C12)C=1C=NC(=NC1)C)C)CC(=O)N1[C@@H]2C[C@@]2(C[C@H]1C(=O)NCCOC(F)(F)F)C (1R,3S,5R)-2-(2-(3-acetyl-7-methyl-5-(2-methylpyrimidin-5-yl)-1H-indazol-1-yl)acetyl)-5-methyl-N-(2-(trifluoro-methoxy)ethyl)-2-azabicyclo[3.1.0]hexane-3-carboxamide